COC(=O)C1=C(C2=C(O[C@@](O2)(C2CCC(CC2)=O)C)C(=C1)Cl)C (R)-7-chloro-2,4-dimethyl-2-(4-oxocyclohexyl)benzo[d][1,3]dioxole-5-carboxylic acid methyl ester